5-(2-chlorophenyl)-N-(3-trifluoromethylphenyl)isoxazole-4-carboxamide ClC1=C(C=CC=C1)C1=C(C=NO1)C(=O)NC1=CC(=CC=C1)C(F)(F)F